ethyl 2-(2-chloro-N-(2-((5-chloro-2-(1H-tetrazol-1-yl)phenyl)amino)-2-oxoethyl)acetamido)-3-(4-fluorophenyl)propanoate ClCC(=O)N(CC(=O)NC1=C(C=CC(=C1)Cl)N1N=NN=C1)C(C(=O)OCC)CC1=CC=C(C=C1)F